3-(2-hydroxy-3,3-dimethylbutyl)-1-methylurea OC(CNC(NC)=O)C(C)(C)C